[N+](=O)([O-])C1(CC=C(O)C=C1)O 4-nitroquinol